4,4'-diselenodibutanoic acid C(CCC[Se][Se]CCCC(=O)O)(=O)O